N-[7-fluoro-2-(hydroxymethyl)indan-5-yl]-2-hydroxy-2-methyl-propanamide FC=1C=C(C=C2CC(CC12)CO)NC(C(C)(C)O)=O